hydroxy-pyridine-2-carboxamidine OC=1C(=NC=CC1)C(=N)N